5-(1,3-dioxolane-2-yl)thiophene-2-carbonitrile O1C(OCC1)C1=CC=C(S1)C#N